C(C)(C)(C)OC([C@@H](NC([C@@H](NC(CCOCCOCCN)=O)CC(C)C)=O)CCC(C=[N+]=[N-])=O)=O.C(#N)C1=CC=C(C=C1)CC(C)C1=CC=C(C=C1)C#N 3,2-bis(4-cyanophenyl)propane t-Butyl-(2S,5S)-15-amino-2-(4-diazo-3-oxobutyl)-5-isobutyl-4,7-dioxo-10,13-dioxa-3,6-diazapentadecanoate